methyl-2-naphthyl ether COC1=CC2=CC=CC=C2C=C1